(R)-7-phenethyl-7-azaspiro[3.5]nonan-1-amine C(CC1=CC=CC=C1)N1CCC2(CC[C@H]2N)CC1